O=C1NC(CCC1NC1=CC=C(C=C1)N1C[C@@H]2C([C@@H]2C1)CN1CCC(CC1)NC(OC(C)(C)C)=O)=O tert-butyl (1-(((1R,5S,6s)-3-(4-((2,6-dioxopiperidin-3-yl)amino)phenyl)-3-azabicyclo[3.1.0]hexan-6-yl)methyl)piperidin-4-yl)carbamate